3-(3-(4-(3-hexylureido)phenoxy)azetidin-1-yl)2-(1H-pyrrol-1-yl)benzoic acid C(CCCCC)NC(NC1=CC=C(OC2CN(C2)C=2C(=C(C(=O)O)C=CC2)N2C=CC=C2)C=C1)=O